F[C@@H]1[C@@H](CC[C@H](C1)NCC=1C=2N(C=CC1)C=CN2)NCC=2C=C1C=CC=NC1=CC2F (1R,2S,4R)-2-Fluoro-N1-((7-fluoroquinolin-6-yl)methyl)-N4-(imidazo[1,2-a]pyridin-8-yl-methyl)cyclohexane-1,4-diamine